1-((1R,5R,6S)-6-methyl-6-((6-(1-methyl-1H-pyrazol-4-yl)pyrazolo[1,5-a]pyrazin-4-yl)oxy)-2-azabicyclo[3.2.0]heptan-2-yl)prop-2-en-1-one C[C@]1([C@@H]2CCN([C@@H]2C1)C(C=C)=O)OC=1C=2N(C=C(N1)C=1C=NN(C1)C)N=CC2